C(N)(OC(CC1(CCN(CC1)C1=NC(=C2C(=N1)NN=C2C=2C(=C1C(=NN(C1=CC2)C)Cl)Cl)C#N)C)(C)C)=O (1-(4-cyano-3-(3,4-dichloro-1-Methyl-1H-indazol-5-yl)-1H-pyrazolo[3,4-d]pyrimidin-6-yl)-4-methylpiperidin-4-yl)tert-butyl carbamate